CC=1C=NN2C1N=C(C=C2)C2=NC(=NC=C2)SC 3-methyl-5-(2-methylsulfanylpyrimidin-4-yl)pyrazolo[1,5-a]pyrimidine